7-fluoro-2-(((1S,3R)-3-((6-oxo-5-(trifluoromethyl)-1,6-dihydropyridazin-4-yl)amino)cyclopentyl)methyl)-6-(5-(trifluoromethyl)pyrimidin-2-yl)isoquinolin-1(2H)-one FC1=C(C=C2C=CN(C(C2=C1)=O)C[C@@H]1C[C@@H](CC1)NC=1C=NNC(C1C(F)(F)F)=O)C1=NC=C(C=N1)C(F)(F)F